10-(3,5-di-t-butyl-4-hydroxybenzyl)-9,10-dihydro-9-oxa-10-phosphaphenanthrene C(C)(C)(C)C=1C=C(CP2OC3=CC=CC=C3C=3C=CC=CC23)C=C(C1O)C(C)(C)C